1-(2-Chlorophenyl)-7-cyclopropyl-2,4-dioxo-1,2,3,4-tetrahydroquinazoline-6-carbaldehyde ClC1=C(C=CC=C1)N1C(NC(C2=CC(=C(C=C12)C1CC1)C=O)=O)=O